S(N)(OC[C@@H]1[C@H](C[C@@H](C1)NC1=NC=NC=C1C(=O)C=1SC=C(C1)CSC1=CC=CC=C1)O)(=O)=O [(1R,2S,4R)-2-hydroxy-4-{[5-({4-[(phenylsulfanyl)methyl]-2-thienyl}carbonyl)pyrimidin-4-yl]amino} cyclopentyl]methyl sulfamate